BrC=1C=C(C=CC1)C(C(=O)O)CCC(=O)O 2-(3-bromophenyl)glutaric acid